N-(3-carbamoyloxolan-3-yl)-2-methyl-5-[(6-methylpyridin-3-yl)methoxy]-2H-indazole-3-carboxamide C(N)(=O)C1(COCC1)NC(=O)C=1N(N=C2C=CC(=CC12)OCC=1C=NC(=CC1)C)C